ClCC(=O)N[C@@H](C)C(=O)O |r| chloroacetyl-DL-alanine